N-(3-(1H-indol-3-yl)propyl)-4-(3-(2-oxopyrrolidin-1-yl)propoxy)benzenesulfonamide N1C=C(C2=CC=CC=C12)CCCNS(=O)(=O)C1=CC=C(C=C1)OCCCN1C(CCC1)=O